[Si](C1=CC=CC=C1)(C1=CC=CC=C1)(C(C)(C)C)OCC1=NN(C(N1CC)=O)C1=C2C(=NN(C(C2=CC=C1)=O)C1=CC(=CC=C1)F)CC (3-(((tert-butyldiphenylsilyl)oxy)methyl)-4-ethyl-5-oxo-4,5-dihydro-1H-1,2,4-triazol-1-yl)-4-ethyl-2-(3-fluorophenyl)phthalazin-1(2H)-one